(R)-3-amino-3-cyclopropylpropan-1-ol N[C@H](CCO)C1CC1